(S)-α-amino-3-hydroxy-5-methyl-4-isoxazolepropionic acid N[C@H](C(=O)O)CC=1C(=NOC1C)O